2-(3-ethylphenyl)oxirane C(C)C=1C=C(C=CC1)C1OC1